tert-butyl (2S)-2-((1-cyano-2-(5-(3-methyl-2-oxo-2,3-dihydrobenzo[d]oxazol-5-yl)thieno[3,2-b]thiophen-2-yl)ethyl)carbamoyl)-1,4-oxazepane-4-carboxylate C(#N)C(CC1=CC2=C(S1)C=C(S2)C=2C=CC1=C(N(C(O1)=O)C)C2)NC(=O)[C@H]2OCCCN(C2)C(=O)OC(C)(C)C